1-((4S,5R)-4-hydroxy-5-(hydroxymethyl)-5-vinyltetrahydrofuran-2-yl)-5-methoxypyrimidine-2,4(1H,3H)-dione O[C@H]1CC(O[C@]1(C=C)CO)N1C(NC(C(=C1)OC)=O)=O